(1S,2S,3S,4R)-2-hydroxy-3-(2-hydroxyethyl)-7-azabicyclo[2.2.1]heptane-7-carboxylic acid tert-butyl ester C(C)(C)(C)OC(=O)N1[C@@H]2[C@H]([C@H]([C@H]1CC2)CCO)O